2-chloro-3-methyl-butenoic acid methyl ester COC(C(=C(C)C)Cl)=O